N[C@H]1C[C@H](CC1)Cl |r| rac-[(1S,3R)-3-aminocyclopentyl] chloride